NC1=NC(=C2C(=N1)N(N=C2)CC2=CC=C(C=C2)[N+](=O)[O-])C2=CC(=NC=C2)C#N 4-(6-amino-1-(4-nitrobenzyl)-1H-pyrazolo[3,4-d]pyrimidin-4-yl)picolinonitrile